C(C1=CC=CC=C1)P(OCC)(OC1=C(C(=CC(=C1)C(C)(CCCCCC)C)O)C1CCCC(=C1)C)=O ethyl (6-hydroxy-5'-methyl-4-(2-methyloctan-2-yl)-1',2',3',4'-tetrahydro-[1,1'-biphenyl]-2-yl) benzylphosphonate